2-methyl-N-{cis-3-[methyl(7H-pyrrolo[2,3-d]pyrimidin-4-yl)amino]cyclobutyl}-propane-1-sulfonamide CC(CS(=O)(=O)N[C@@H]1C[C@@H](C1)N(C=1C2=C(N=CN1)NC=C2)C)C